NCCCOC1=NC(=CC(=C1C1=CC(=NN1)NC=1N=CC(=NC1)C#N)OC)Cl 5-({5-[2-(3-Aminopropoxy)-6-chloro-4-methoxypyridin-3-yl]-1H-pyrazole-3-yl}amino)pyrazine-2-carbonitrile